di(3,4-epoxy cyclohexyl methyl) adipate C(CCCCC(=O)OCC1CC2C(CC1)O2)(=O)OCC2CC1C(CC2)O1